ClC=1C=CC(=C(C1)C1=CC(=C(N=N1)N(CC1(C(OCC1)=O)C)C)NC1=CC(=NC=N1)NC(CCN1CCN(CC1)C)=O)F N-(6-{[6-(5-chloro-2-fluorophenyl)-3-{methyl[(3-methyl-2-oxooxolan-3-yl)methyl]amino}pyridazin-4-yl]amino}pyrimidin-4-yl)-3-(4-methylpiperazin-1-yl)propanamide